[C@H]12CC[C@H](C1C(=O)O)C2 (1R,4S,5S)-BICYCLO[2.1.1]HEXANE-5-CARBOXYLIC ACID